C(#N)C(C(=O)OCC)=C cis-2-ethyl cyanoacrylate